(2E)-1-(2-Nitrophenyl)-3-(3-methoxy-4-hydroxyphenyl)-2-propene-1-one [N+](=O)([O-])C1=C(C=CC=C1)C(\C=C\C1=CC(=C(C=C1)O)OC)=O